N-(trans-3-((4-Methoxy-5-(1-methyl-1H-benzo[d][1,2,3]triazol-6-yl)pyrrolo[2,1-f][1,2,4]triazin-2-yl)amino)-1-methylcyclobutyl)propionamide COC1=NC(=NN2C1=C(C=C2)C=2C=CC1=C(N(N=N1)C)C2)NC2CC(C2)(C)NC(CC)=O